O=C1NC(CCC1N1C(C2=CC=CC(=C2C1=O)NCC=1N=NN(C1)CC1=CC=C(C=C1)C=1N=C2N(C=CC(=C2)C2=CC=CC=C2)C1NC1=CC=C(C(=O)O)C=C1)=O)=O 4-((2-(4-((4-(((2-(2,6-Dioxopiperidin-3-yl)-1,3-dioxoisoindolin-4-yl)amino)methyl)-1H-1,2,3-triazol-1-yl)methyl)phenyl)-7-phenylimidazo[1,2-a]pyridin-3-yl)amino)benzoic acid